BrC([C@@H]1[C@H]([C@H]([C@@H](O1)N1C(=O)NC(=O)C=C1)O)O)O 5'-bromouridine